ClC1=CC=2N(C=C1)N=C(C2C2=C(C=CC=C2)Cl)C(=O)N2CC(C1(CN(C1)C(C=C)=O)C[C@H]2C)(F)F (R)-1-(7-(5-chloro-3-(2-chlorophenyl)pyrazolo[1,5-a]pyridine-2-carbonyl)-5,5-difluoro-8-methyl-2,7-diazaspiro[3.5]nonan-2-yl)prop-2-en-1-one